3-hydroxyl-2-(p-tolyl)propionic acid OCC(C(=O)O)C1=CC=C(C=C1)C